(S)-2-Cyclopropyl-7-(2-cyclopropyl-benzyl)-5-(4'-difluoromethyl-2'-methoxy-3,4,5,6-tetrahydro-2H-[1,3']bipyridinyl-4-yl)-4-methyl-2,4,5,7-tetrahydro-pyrazolo[3,4-d]pyrimidin-6-on C1(CC1)N1N=C2N(C(N([C@H](C2=C1)C)C1CCN(CC1)C=1C(=NC=CC1C(F)F)OC)=O)CC1=C(C=CC=C1)C1CC1